N-(2-hydroxyethyl)heptanamide OCCNC(CCCCCC)=O